CC=1OC2=C(C1CNC)C=CC=C2OC=2C=C1CCN(C1=CC2)C(=O)OC(C)(C)C tert-Butyl 5-((2-methyl-3-((methylamino)methyl)benzofuran-7-yl)oxy)indoline-1-carboxylate